2-(4-(1-(aminomethyl)-4-oxo-5-vinyl-3,4-dihydropyrido[3,4-d]pyridazin-7-yl)-1-Methyl-1H-pyrazol-5-yl)-4-chloro-6-cyclopropoxy-3-fluorobenzonitrile NCC=1C2=C(C(NN1)=O)C(=NC(=C2)C=2C=NN(C2C2=C(C#N)C(=CC(=C2F)Cl)OC2CC2)C)C=C